CC(=CP(O)(O)=O)C.C(C)N1C2=CC=CC=C2C=2C=C(C=CC12)/C=C/C1=CC=C(C=C1)C1=CC=C(C=C1)\C=C\C=1C=CC=2N(C3=CC=CC=C3C2C1)CC 4,4'-bis((E)-2-(9-ethyl-9H-carbazol-3-yl)vinyl)-1,1'-biphenyl Dimethylvinylphosphonate